propanamine oxalate C(C(=O)O)(=O)O.C(CC)N